(1r,4r)-4-(trimethylsilyl)cyclohexylamine C[Si](C1CCC(CC1)N)(C)C